1-(3-(3-morpholino-8,9-dihydropyrido[3',2':4,5]pyrrolo[1,2-a]pyrazin-7(6H)-yl)-3-oxopropoxy)propan O1CCN(CC1)C1=CC=2C=C3N(CCN(C3)C(CCOCCC)=O)C2N=C1